CN1CCN(CC1)CC1=C(C=C(C(=O)NC=2C=NC(=C(C2)NC2=NC=CC(=N2)C=2C=NC=CC2)C)C=C1)C(F)(F)F 4-[(4-methyl-1-piperazinyl)methyl]-N-[6-methyl-5-[[4-(3-pyridinyl)-2-pyrimidinyl]amino]pyridin-3-yl]-3-(trifluoromethyl)-benzamide